(E)-phenyl-prop-2-en-1-ol C1(=CC=CC=C1)C(C=C)O